C1C=CC2=CC=CC=C12 1h-inden